OC1=CC(=C(C=O)C=C1)SC 4-HYDROXY-2-(METHYLTHIO)BENZALDEHYDE